C1=CC=CC=2C(C3=CC=CC=C3C(C12)=O)=O ANTHRACEN-9,10-DION